methyl-dioxol CC1OC=CO1